(2R,3R,4R,5S)-1-(4-butoxy-2,6-difluorophenethyl)-2-methylpiperidine-3,4,5-triol C(CCC)OC1=CC(=C(CCN2[C@@H]([C@H]([C@@H]([C@H](C2)O)O)O)C)C(=C1)F)F